S(N)(=O)(=O)NCCC1CN(C1)C1=NC(=NC2=CC(=C(C=C12)OC)OC)C 4-(3-(2-sulfamoylaminoethyl)azetidine-1-yl)-6,7-dimethoxy-2-methylquinazoline